N-(2-Ethylphenyl)-3-methoxy-2-nitrosoaniline C(C)C1=C(C=CC=C1)NC1=C(C(=CC=C1)OC)N=O